C(#N)C1=C(C=CC(=C1)F)N1CC2(C1)CC(C2)OC=2C=CC(=NC2C(=O)NCC(CN2C=NC=C2)O)C=2C(=NC=CC2)OCC 5-{[2-(2-cyano-4-fluorophenyl)-2-azaspiro[3.3]heptan-6-yl]oxy}-2'-ethoxy-N-[2-hydroxy-3-(1H-imidazol-1-yl)propyl]-[2,3'-bipyridine]-6-carboxamide